methyl 4-bromo-7-(2-(trifluoromethoxy)benzamido)-2,3-dihydrobenzofuran-5-carboxylate BrC1=C(C=C(C2=C1CCO2)NC(C2=C(C=CC=C2)OC(F)(F)F)=O)C(=O)OC